7-((5-(methoxycarbonyl)isoxazol-3-yl)oxy)heptanoic acid COC(=O)C1=CC(=NO1)OCCCCCCC(=O)O